COC(C(C(=O)OC)(CCC)C(=C)Cl)=O 2-(1-chlorovinyl)-2-propyl-malonic acid dimethyl ester